2H-isochromeno[3,4-d]pyridazine-1,6-dione C1(C2=C(C=NN1)OC(C=1C=CC=CC12)=O)=O